NCCNC=1NCC(CN1)C1=CC=C(OC[C@](C(=O)OC(C)(C)C)(C)ON)C=C1 tert-butyl (2S)-3-(4-(2-((2-aminoethyl) amino)-1,4,5,6-tetrahydropyrimidin-5-yl) phenoxy)-2-(aminooxy)-2-methylpropionate